C1(=CC=CC=C1)C1=CN=CC(=N1)NC(C(=O)O)CC 2-((6-phenylpyrazin-2-yl)amino)butanoic acid